OC=1C(=C(C=2CC=3SC=CC3C2C1C)C=O)O 5,6-dihydroxy-4-methyl-8H-indeno(2,1-b)thiophene-7-carbaldehyde